(S)-5-(4-chloro-2-fluorophenyl)-2,3-dimethyl-7-(3-(2-oxopyrrolidin-1-yl)piperidin-1-yl)pyrido[4,3-d]pyrimidin-4(3H)-one ClC1=CC(=C(C=C1)C1=NC(=CC=2N=C(N(C(C21)=O)C)C)N2C[C@H](CCC2)N2C(CCC2)=O)F